(4-((2,4-dioxo-3-propyl-1,2,3,4-tetrahydroquinazolin-7-yl)methyl)piperazin-1-yl)-6-fluoro-N-methylpyridinecarboxamide O=C1NC2=CC(=CC=C2C(N1CCC)=O)CN1CCN(CC1)C=1C(=NC(=CC1)F)C(=O)NC